5-{7-[5-(dimethylphosphoryl)thiophen-2-yl]-1-fluoro-3-hydroxynaphthalen-2-yl}-1λ6,2,5-thiadiazolidine-1,1,3-trione CP(=O)(C)C1=CC=C(S1)C1=CC=C2C=C(C(=C(C2=C1)F)N1CC(NS1(=O)=O)=O)O